1-[6-(5-bromobenzimidazol-1-yl)-3-(1,3-dioxolan-2-yl)-2-pyridyl]-5-methyl-pyrazole-3-carbonitrile BrC1=CC2=C(N(C=N2)C2=CC=C(C(=N2)N2N=C(C=C2C)C#N)C2OCCO2)C=C1